1-[(dimethylamino)methyl]-1H-1,2,3-triazolo(4,5-b)pyridine CN(C)CN1N=NC2=NC=CC=C21